1-((1R,3S,5R,7R,8S)-3-ethyl-8-hydroxy-5-(hydroxymethyl)-2,6-dioxabicyclo[3.2.1]octan-7-yl)-5-methylpyrimidine-2,4(1H,3H)-dione C(C)[C@@H]1O[C@H]2[C@@H](O[C@@](C1)([C@H]2O)CO)N2C(NC(C(=C2)C)=O)=O